5-[[6-[3-(Difluoromethyl)phenyl]pyrazolo[4,3-b]pyridin-1-yl]methyl]pyridine FC(C=1C=C(C=CC1)C=1C=C2C(=NC1)C=NN2CC=2C=CC=NC2)F